(S)-2-((((9H-fluoren-9-yl)methoxy)carbonyl)amino)-4-(3-chloro-4-(trifluoromethyl)phenyl)butanoic Acid C1=CC=CC=2C3=CC=CC=C3C(C12)COC(=O)N[C@H](C(=O)O)CCC1=CC(=C(C=C1)C(F)(F)F)Cl